C(C)C(C(=O)O)(CCCC)Br ethyl-bromohexanoic acid